FC(C=1N=C(SC1)N1C[C@@H](CCC1)CN1C[C@@H](C([C@@H](C1)O)O)O)(F)F (3S,4S,5R)-1-(((S)-1-(4-(trifluoromethyl)thiazol-2-yl)piperidin-3-yl)methyl)piperidine-3,4,5-triol